ONC(CCC1=CC(=NC2=CC=CC=C12)C=1C=C(C=CC1)C)=O N-Hydroxy-3-(2-(m-tolyl)quinolin-4-yl)propanamide